C(C)OP(OCC)(=O)C(CC=C)(F)F Diethyl(1,1-difluorobut-3-en-1-yl)phosphonate